tridecyl 3-((4-(4-(2-hydroxyethyl)piperazin-1-yl)-3-(2-octyldodecanamido)-4-oxobutyl)thio)propanoate OCCN1CCN(CC1)C(C(CCSCCC(=O)OCCCCCCCCCCCCC)NC(C(CCCCCCCCCC)CCCCCCCC)=O)=O